tert-Butyl 4-(3-(dinonylamino)propanoyl)piperazine-1-carboxylate C(CCCCCCCC)N(CCC(=O)N1CCN(CC1)C(=O)OC(C)(C)C)CCCCCCCCC